3-((4,4-bis(((Z)-oct-5-en-1-yl)oxy)butanoyl)oxy)-2-(((7-((2-butyloctanoyl)oxy)heptanoyl)oxy)methyl)propyl 4-((((1-ethylpiperidin-3-yl)methoxy)carbonyl)oxy)decanoate C(C)N1CC(CCC1)COC(=O)OC(CCC(=O)OCC(COC(CCC(OCCCC\C=C/CC)OCCCC\C=C/CC)=O)COC(CCCCCCOC(C(CCCCCC)CCCC)=O)=O)CCCCCC